C(C)C=1C=CC=C2C=C(C=C(C12)C1=C(C=2N=C(N=C(C2C=N1)N1CC2CCC(C1)N2C(=O)OC(C)(C)C)OCC=O)F)O tert-Butyl 3-[7-(8-ethyl-3-hydroxy-1-naphthyl)-8-fluoro-2-(2-oxoethoxy)pyrido[4,3-d]pyrimidin-4-yl]-3,8-diazabicyclo[3.2.1]octane-8-carboxylate